4-Hydroxy-3-trifluoromethoxybenzaldehyde OC1=C(C=C(C=O)C=C1)OC(F)(F)F